C12(CC3CC(CC(C1)C3)C2)C=2C=C(C=CC2O)C=2OC3=C(C2)C=C(C=C3)C(=O)O 2-(3-Adamantan-1-yl-4-hydroxy-phenyl)-benzofuran-5-carboxylic acid